1-[(3R)-3-[4-amino-3-(4-phenoxyphenyl)pyrazolo[3,4-d]pyrimidine-1-yl]piperidine-1-yl]prop-2-en-1-one NC1=C2C(=NC=N1)N(N=C2C2=CC=C(C=C2)OC2=CC=CC=C2)[C@H]2CN(CCC2)C(C=C)=O